C(#N)C=1C=C(C=CC1)C1(C(CN(CC1)C(=O)OC(C)(C)C)CN(C)C)O tert-Butyl 4-(3-cyanophenyl)-3-((dimethylamino)methyl)-4-hydroxypiperidine-1-carboxylate